5-chloro-N-[(9S,9aS)-9-hydroxy-5-oxo-8,9,9a,10-tetrahydro-5H,7H-pyrido[3,2-f]pyrrolo[2,1-c][1,4]oxazepin-3-yl]-2-methoxybenzenesulfonamide ClC=1C=CC(=C(C1)S(=O)(=O)NC1=CC=2C(N3[C@@H](COC2N=C1)[C@H](CC3)O)=O)OC